3,3'-dithiobis(sulfo-succinimidylpropionate) S(=O)(=O)(O)C(C(=O)[O-])(CSSCC(C(=O)[O-])(N1C(CCC1=O)=O)S(=O)(=O)O)N1C(CCC1=O)=O